tert-butyl 6-((7-chloro-2,6-naphthyridin-1-yl)ethynyl)-3,3,5-trimethyl-2-oxoindoline-1-carboxylate ClC1=NC=C2C=CN=C(C2=C1)C#CC1=C(C=C2C(C(N(C2=C1)C(=O)OC(C)(C)C)=O)(C)C)C